C(C=C)N1N(C2=NC(=NC=C2C1=O)NC1=CC=C(C=C1)N1CCN(CC1)C(=O)C=1C=C(C=CC1F)CN1C(NC(C2=C(C=CC=C12)F)=O)=O)C1=NC=CC=C1 1-[[3-[4-[4-[[2-allyl-3-oxo-1-(2-pyridyl)pyrazolo[3,4-d]pyrimidin-6-yl]amino]phenyl]piperazine-1-carbonyl]-4-fluoro-phenyl]methyl]-5-fluoro-quinazoline-2,4-dione